CC1=NSC(=N1)C1=NC=C2N1CCN[C@@H]2C (R)-3-methyl-5-[8-methyl-5,6,7,8-tetrahydroimidazo[1,5-a]pyrazin-3-yl]-1,2,4-thiadiazole